carbon oxygen nitrogen sulfur [S].[N].[O].[C]